OC1C(CC12CCN(CC2)P(C)(C)=O)C2N1C(C3=CC=CC=C23)=CN=C1 (1-hydroxy-2-(5H-imidazo[5,1-a]isoindol-5-yl)-7-azaspiro[3.5]nonan-7-yl)dimethylphosphine oxide